CS(=O)C1CN(C1)C(=O)O[C@@H]1CC[C@H](CC1)C(N(C[C@@H]1CC[C@H](CC1)C1=CC(=C(C=C1)OC)C)C1=CC(=CC=C1)C=1C=NN(C1)C1CC1)=O trans-4-((3-(1-Cyclopropyl-1H-pyrazol-4-yl)phenyl)((trans-4-(4-methoxy-3-methylphenyl)cyclohexyl)-methyl)carbamoyl)cyclohexyl 3-(methylsulfinyl)azetidine-1-carboxylate